(S)-3-methyl-4-(methylsulfonyl)-8-(5-(trifluoromethyl)-1,2,4-oxadiazol-3-yl)-2,3,4,5-tetrahydrobenzo[f][1,4]oxazepine C[C@H]1COC2=C(CN1S(=O)(=O)C)C=CC(=C2)C2=NOC(=N2)C(F)(F)F